2-tert-butoxycarbonylallyl 2-[[2-(2,6-dioxo-3-piperidyl)-1-oxo-isoindolin-5-yl]methylcarbamoylamino]-4-methyl-thiophene-3-carboxylate O=C1NC(CCC1N1C(C2=CC=C(C=C2C1)CNC(=O)NC=1SC=C(C1C(=O)OCC(=C)C(=O)OC(C)(C)C)C)=O)=O